C(C)OC(=O)C=1N=C(SC1)N1N=C(C(=C1CC1CC1)CC1=CC(=C(C=C1)S(N)(=O)=O)F)C1=CC(=C(C=C1)F)Br 2-[3-(3-bromo-4-fluorophenyl)-5-(cyclopropylmethyl)-4-[(3-fluoro-4-sulfamoylphenyl)methyl]pyrazol-1-yl]-1,3-thiazole-4-carboxylic acid ethyl ester